BrC1=C2C(=C3C=CC=NC3=C1)C(N(C2C2=C(C=CC(=C2)F)Cl)CC2=CC=C(C=C2)OC)=O 4-bromo-3-(2-chloro-5-fluorophenyl)-2-(4-methoxybenzyl)-2,3-dihydro-1H-pyrrolo[3,4-f]quinolin-1-one